BrC=1C=C(C=CC1)C1(NN=CN1C)CC1(CCC1)C(C)O 1-((3-(3-bromophenyl)(4-methyl-4H-1,2,4-triazol-3-yl)methyl)cyclobutyl)ethan-1-ol